O=C(C=CC1=CC=CC=C1)C1=CC=C(C=C1)O 4-(1-oxo-3-phenyl-2-propen-1-yl)phenol